N-[3-(3,5-dimethylisoxazol-4-yl)-4-[2-[(1S,4S)-2-oxa-5-azabicyclo[2.2.1]heptan-5-yl]ethoxy]phenyl]-2-methyl-pyrazole-3-carboxamide CC1=NOC(=C1C=1C=C(C=CC1OCCN1[C@@H]2CO[C@H](C1)C2)NC(=O)C=2N(N=CC2)C)C